(1,3-bis(trimethylphenyl)-4,5-dihydroimidazol-2-ylidene)ruthenium dichloride CC1=C(C(=C(C=C1)N1C(N(CC1)C1=C(C(=C(C=C1)C)C)C)=[Ru](Cl)Cl)C)C